(7'S)-N-(2,4-difluorobenzyl)-12'-hydroxy-1',11'-dioxo-1',4',5',11'-tetrahydro-3'H,7'H-spiro[cyclopropane-1,6'-[2,7]methanopyrido[1,2-a][1,4]diazonine]-10'-carboxamide FC1=C(CNC(=O)C=2C(C(=C3N([C@H]4C5(CCCN(C3=O)C4)CC5)C2)O)=O)C=CC(=C1)F